1-Butyl-3-(4-((4,4-dimethyl-1,1-dioxido-1,2,5-thiadiazolidin-2-yl)methyl)-4-methylcyclohexyl)urea C(CCC)NC(=O)NC1CCC(CC1)(C)CN1S(NC(C1)(C)C)(=O)=O